ClC1=C(C(=O)N(CC=2OC=CC2)CC2=C(C=CC(=C2)N(CCC)CCC)NCC)C=CC=C1 2-chloro-N-(5-(dipropylamino)-2-(ethylamino)benzyl)-N-(furan-2-ylmethyl)benzamide